ClC1=CC=C(C(=N1)C(=O)NS(=O)(=O)C)N[C@H](C)C=1C=C(C=C2C(N(C(=NC12)N1CCC2(CC1)CCN(CC2)C2=NN(C=C2)C)C)=O)C (R)-6-chloro-3-((1-(3,6-dimethyl-2-(9-(1-methyl-1H-pyrazol-3-yl)-3,9-diazaspiro[5.5]undecan-3-yl)-4-oxo-3,4-dihydroquinazolin-8-yl)ethyl)amino)-N-(methylsulfonyl)picolinamide